(R)-1-(2-((5-cyclopropyl-3-(2-hydroxyphenyl)-7H-pyrrolo[2,3-c]pyridazin-6-yl)methyl)azetidin-1-yl)prop-2-en-1-one C1(CC1)C1=C(NC=2N=NC(=CC21)C2=C(C=CC=C2)O)C[C@@H]2N(CC2)C(C=C)=O